C(CCCCCCC\C=C/CCCCCCCC)(=O)C(CO)(O)CO mono-oleoyl-glycerol